4-(methoxymethyl)-1-methyl-1H-pyrazole COCC=1C=NN(C1)C